tert-butyl 8-(4-(2-amino-5-methyl-thiazol-4-yl)-2-fluorophenyl)-3,8-diazabicyclo[3.2.1]octane-3-carboxylate NC=1SC(=C(N1)C1=CC(=C(C=C1)N1C2CN(CC1CC2)C(=O)OC(C)(C)C)F)C